C(CCCCCCCCCCCCCCC)N(C(C(CN)(N)C([C@@H](N)CCCNC(N)=N)=O)=O)CCCCCCCC\C=C/CCCCCCCC (L-arginyl)-L-2,3-diaminopropionic acid-N-palmityl-N-oleyl-amide